(S)-2-ethoxy-4-(2-(2-methylazetidin-1-yl)-6,7-dihydro-5H-cyclopenta[d]pyrimidin-4-yl)benzamide C(C)OC1=C(C(=O)N)C=CC(=C1)C=1C2=C(N=C(N1)N1[C@H](CC1)C)CCC2